4-(2-((5-bromopyridin-3-yl)oxy)ethyl)morpholine BrC=1C=C(C=NC1)OCCN1CCOCC1